1,7-di([1,1'-biphenyl]-2-yl)-3,10-diiodoperylene C1(=C(C=CC=C1)C1=CC(=C2C=CC=C3C4=C(C=CC5=C(C=CC(C1=C23)=C45)I)C4=C(C=CC=C4)C4=CC=CC=C4)I)C4=CC=CC=C4